O=C(CN1C(C2=CC(=CC=C2C1)B1OC(C(O1)(C)C)(C)C)=O)N1CC2=CC=CC=C2CC1 2-[2-oxo-2-(1,2,3,4-tetrahydroisoquinolin-2-yl)ethyl]-6-(4,4,5,5-tetramethyl-1,3,2-dioxaborolan-2-yl)-2,3-dihydro-1H-isoindol-1-one